C(CCC(=O)O)(=O)O.C(C)N(CCC1=CNC2=CC=C(C=C12)F)C N-ethyl-2-(5-fluoro-1H-indol-3-yl)-N-methylethan-1-amine monosuccinate